ClC1=C(C(=CC(=C1)F)F)NC1=NC(=NC=C1C(=O)N)NC1=C(C=C2CCN(CC2=C1)C)OC 4-[(2-chloro-4,6-difluorophenyl)amino]-2-[(6-methoxy-2-methyl-1,2,3,4-tetrahydroisoquinolin-7-yl)amino]pyrimidine-5-carboxamide